FC1=C(C=C(C=C1F)C1=C(C=CC=C1C)C)[C@H](CC(=O)OCC)NC(C(CC(C)C)N1C(C=C(C(=C1)CCN1CC(C1)F)C)=O)=O (3S)-ethyl 3-(4,5-difluoro-2',6'-dimethylbiphenyl-3-yl)-3-(2-(5-(2-(3-fluoroazetidine-1-yl)ethyl)-4-methyl-2-oxopyridin-1(2H)-yl)-4-methylpentanamido)propanoate